tert-butyl (1R,3s,5S)-3-((6-(6-methoxy-5-(1H-pyrazol-1-yl)pyridin-2-yl)pyridazin-3-yl)oxy)-8-azabicyclo[3.2.1]octane-8-carboxylate COC1=C(C=CC(=N1)C1=CC=C(N=N1)OC1C[C@H]2CC[C@@H](C1)N2C(=O)OC(C)(C)C)N2N=CC=C2